6-chloro-3-(pyridin-3-yl)furo[3,2-b]pyridine ClC=1C=C2C(=NC1)C(=CO2)C=2C=NC=CC2